O(C1=CC=CC=C1)CC(C)=O 1-phenoxy-propan-2-one